FC1=C(C=CC(=C1)F)C[C@@H](C(NNC(CC)=O)=O)NC(OC(C)(C)C)=O (S)-tert-butyl 3-(2,4-difluorophenyl)-1-oxo-1-(2-propionylhydrazinyl)propan-2-ylcarbamate